C=CC=CCCCCCCC(C)=O 11-dodecadienal